N-(3-amino-4-methoxy-phenyl)acetamide n-triacontyl-heptanoate C(CCCCCCCCCCCCCCCCCCCCCCCCCCCCC)OC(CCCCCC)=O.NC=1C=C(C=CC1OC)NC(C)=O